3-((diethoxyphosphoryl)difluoromethyl)isoquinoline-6-carboxylic acid benzyl ester C(C1=CC=CC=C1)OC(=O)C=1C=C2C=C(N=CC2=CC1)C(F)(F)P(=O)(OCC)OCC